[N+](=O)([O-])C1=C(C=CC=C1)SSCC(C1=CC=CC=C1)NC([O-])=O 2-[(2-nitrophenyl) dithio]-1-phenylethyl-carbamate